2-deoxy-(2-oxopropyl)galactose O=C(CC(=O)C[C@@H](O)[C@@H](O)[C@H](O)CO)C